tert-butyl N-[1-[[4-[[2-amino-4-[(5-methylisoxazol-3-yl) methylamino] pyrrolo[3,2-d]pyrimidin-5-yl] methyl]-3-methoxy-phenyl] methyl] azetidin-3-yl]-N-methyl-carbamate NC=1N=C(C2=C(N1)C=CN2CC2=C(C=C(C=C2)CN2CC(C2)N(C(OC(C)(C)C)=O)C)OC)NCC2=NOC(=C2)C